FC1=CC=C(CC2=CC=C3[C@@](CN(C3=C2)C(=O)OC(C)(C)C)(C(=O)OC)C)C=C1 (S)-1-tert-butyl 3-methyl 6-(4-fluorobenzyl)-3-methylindoline-1,3-dicarboxylate